tert-butyl (R)-2-((3-butyl-3-ethyl-5-(4-fluorophenyl)-7-(methylthio)-1,1-dioxido-2,3,4,5-tetrahydro-1,5-benzothiazepin-8-yl)oxy)acetate C(CCC)[C@]1(CS(C2=C(N(C1)C1=CC=C(C=C1)F)C=C(C(=C2)OCC(=O)OC(C)(C)C)SC)(=O)=O)CC